6-(2,6-difluorophenyl)-5-methyl-3,4-dihydropyridin-2(1H)-one FC1=C(C(=CC=C1)F)C1=C(CCC(N1)=O)C